1-[3-[4-(3-chloro-2-fluoro-anilino)pyrido[3,2-d]pyrimidin-6-yl]imidazolidin-1-yl]prop-2-en-1-one ClC=1C(=C(NC=2C3=C(N=CN2)C=CC(=N3)N3CN(CC3)C(C=C)=O)C=CC1)F